COCC1(C=CC=2C=CC3=C(C12)C=CC=C3)COC 1,1-bis(methoxymethyl)-1H-benz[e]indene